SCC(CSCCSCCSCCS)S mercaptomethyl-3,6,9-trithiaundecane-1,11-dithiol